4-hydroxy-6-(piperidin-1-yl)pyridazin-3(2H)-one OC=1C(NN=C(C1)N1CCCCC1)=O